CC1=C(C(=C(C=C1)P(C1=CC=CC=C1)(CC1=CC=CC=C1)=O)C)C trimethylbenzyldiphenyl-phosphine oxide